NC1=C(C2=C(CCO2)C=C1C#N)C1=C(C(=CC=C1C)O)C 6-amino-7-(3-hydroxy-2,6-dimethylphenyl)-2,3-dihydrobenzofuran-5-carbonitrile